XYLYLENE DIISOCYANATE C1=CC=C(C(=C1)CN=C=O)CN=C=O